O[Si]([Si](C)(C)C)([Si](C)(C)C)[Si](C)(C)C (hydroxy-bis(trimethylsilyl)silyl)-trimethylsilane